S1C=2C(C=C1B1OC(C(O1)(C)C)(C)C)=CC=1SC=CC1C2 2-(benzo[1,2-b:4,5-b']dithiophen-2-yl)-4,4,5,5-tetramethyl-1,3,2-dioxaborolan